1H-IMIDAZO[4,5-C]QUINOLINE N1C=NC=2C=NC=3C=CC=CC3C21